4-oxo-1,4-dihydro-1,8-naphthyridine O=C1C=CNC2=NC=CC=C12